N-propoxyl-ethyl-2,6-diethyl-aniline O(CCC)N(C1=C(C=CC=C1CC)CC)CC